P(=O)(OC1=CC=C(C=C1C(C)(C)C)C(C)(C)C)([O-])[O-] 4,6-di-tert-butylphenyl phosphate